C(=O)O.COC=1C(=C2C=CNC2=C(C1)C)CN1[C@@H](C2(C1)CCCC2)C2=CC=C(C(=O)O)C=C2 |r| (±)-4-(2-((5-methoxy-7-methyl-1H-indol-4-yl)methyl)-2-azaspiro[3.4]octan-1-yl)benzoic acid formic acid salt